OC1=C(C=C(C=C1)C(CC)C1=CC(=C(C=C1)O)C(C)(C)C)C(C)(C)C 1,1-bis(4-hydroxy-3-t-butylphenyl)propane